3-[(5-chloro-1H-indol-2-yl)methyl]-1-{1-[5-(hydroxymethyl)-1,2-oxazole-3-carbonyl]piperidin-3-yl}-1-methylurea ClC=1C=C2C=C(NC2=CC1)CNC(N(C)C1CN(CCC1)C(=O)C1=NOC(=C1)CO)=O